FC(C(C(F)(F)F)(O)C1=CC=C(C=C1)NC(C1=C(C=CC=C1)[N+](=O)[O-])=O)(F)F N-(4-(1,1,1,3,3,3-hexafluoro-2-hydroxypropan-2-yl)phenyl)-2-nitrobenzamide